[Si](C)(C)(C(C)(C)C)OCCC(C#N)CCO[Si](C)(C)C(C)(C)C 4-[(tert-Butyldimethylsilyl)oxy]-2-[2-[(tert-Butyldimethylsilyl)oxy]ethyl]butanenitrile